C(C)N1C(CCC1)=O N-ethyl-2-pyrrolidinone